2-(3-((14-((2-(2,6-dioxopiperidin-3-yl)-1,3-dioxoisoindolin-4-yl)amino)-3,6,9,12-tetraoxatetradecyl)oxy)phenyl)-N-(5-methyl-4-(1-(2-methylbenzoyl)indolin-5-yl)thiazol-2-yl)acetamide O=C1NC(CCC1N1C(C2=CC=CC(=C2C1=O)NCCOCCOCCOCCOCCOC=1C=C(C=CC1)CC(=O)NC=1SC(=C(N1)C=1C=C2CCN(C2=CC1)C(C1=C(C=CC=C1)C)=O)C)=O)=O